5-((2-(4-((3-(hydroxymethyl)-5-methylbenzyl)amino)butoxy)ethyl)amino)benzo[c][2,6]naphthyridine OCC=1C=C(CNCCCCOCCNC2=NC3=C(C4=CN=CC=C24)C=CC=C3)C=C(C1)C